6-[5-[2-[[6-[2-(dimethylamino)ethoxy]-4-fluoro-2,3-dihydro-1H-inden-2-yl]methylamino]ethyl]-2-oxo-1,3-oxazolidin-3-yl]-4H-pyrazino[2,3-b][1,4]oxazin-3-one CN(CCOC1=CC(=C2CC(CC2=C1)CNCCC1CN(C(O1)=O)C1=NC2=C(OCC(N2)=O)N=C1)F)C